N1=NC(=NC=C1)C(=O)N [1,2,4]triazine-3-carboxamide